O[C@H](COC=1C=C(C=CC1)S(=O)(=O)NC)CNC1COC2(C1)CCN(CC2)S(=O)(=O)C=2C=NC(=NC2)O 3-((2S)-2-hydroxy-3-(8-(2-hydroxypyrimidin-5-ylsulfonyl)-1-oxa-8-azaspiro[4.5]dec-3-ylamino)propoxy)-N-methylbenzenesulfonamide